ClC=1C(=C(N=NC1)C(=O)N)NC1=NC=NC(=C1OC)C1=NN(C(=C1)P(=O)(C1CC1)C1CC1)C Chloro-4-((6-(5-(dicyclopropylphosphoryl)-1-methyl-1H-pyrazol-3-yl)-5-methoxypyrimidin-4-yl)amino)pyridazine-3-carboxamide